(2-(6-(2-cyanophenoxy) pyrimidine-4-oxy) phenyl)-3-dimethylaminoacrylate C(#N)C1=C(OC2=CC(=NC=N2)OC2=C(C=CC=C2)OC(C=CN(C)C)=O)C=CC=C1